4-(2-(2-cyclopentylhydrazono)thiazol-4-yl)benzonitrile C1(CCCC1)NN=C1SC=C(N1)C1=CC=C(C#N)C=C1